4-(4-((1S,4S)-2,5-diazabicyclo[2.2.2]octan-2-yl)-2-(((2R,7aS)-2-fluorotetrahydro-1H-pyrrolizin-7a(5H)-yl)methoxy)-8-methylquinazolin-7-yl)-5,6-difluoronaphthalen-2-ol [C@@H]12N(C[C@@H](NC1)CC2)C2=NC(=NC1=C(C(=CC=C21)C2=CC(=CC1=CC=C(C(=C21)F)F)O)C)OC[C@]21CCCN1C[C@@H](C2)F